(S)-1-((S)-1-(2-((1R,2R)-1-amino-2-(((S)-1,1,1-trifluoropropan-2-yl)oxy)propyl)-1H-benzo[d]imidazol-5-yl)-2-cyclopropoxyethyl)-4-(trifluoromethyl)imidazolidin-2-one N[C@@H]([C@@H](C)O[C@H](C(F)(F)F)C)C1=NC2=C(N1)C=CC(=C2)[C@@H](COC2CC2)N2C(N[C@@H](C2)C(F)(F)F)=O